(4aR,5R,12cR)-5-(4-chlorophenyl)-2,3,4a,5,6,12c-hexahydro-1H-benzo[f]pyrano[2,3-c]quinoline ClC1=CC=C(C=C1)[C@H]1NC=2C=CC3=C(C2[C@@H]2[C@H]1OCCC2)C=CC=C3